C(C)(C)(C)OC(NC1CCOCC1)=O N-tetrahydropyran-4-yl-carbamic acid tert-butyl ester